tert-butylallyl (2-((1-(but-3-en-1-yl)-1H-pyrazol-4-yl)(tert-butoxycarbonyl)amino)-5-chloropyrimidin-4-yl)carbamate C(CC=C)N1N=CC(=C1)N(C1=NC=C(C(=N1)NC(OCC=CC(C)(C)C)=O)Cl)C(=O)OC(C)(C)C